1-ethyl-2,3-dimethyl-imidazole nitrate [N+](=O)(O)[O-].C(C)N1C(N(C=C1)C)C